O1OCCC2=C1C=CC=C2 3,4-dihydro-benzo[c][1,2]dioxine